C[Si](O[Si](C)(C)CCCC1C(OC(C1)=O)=O)(C)CCCC1C(OC(C1)=O)=O 3'-((1,1,3,3-tetramethyl-1,3-disiloxanediyl)di-3,1-propanediyl)bis(dihydro-2,5-furandione)